ethyl 7-cyclobutyl-2-methoxy-8-(1-phenyl-1H-pyrazol-3-yl)quinoline-3-carboxylate C1(CCC1)C1=CC=C2C=C(C(=NC2=C1C1=NN(C=C1)C1=CC=CC=C1)OC)C(=O)OCC